1-(1-(7-(8-ethynylnaphthalen-1-yl)-8-fluoro-2-((hexahydro-1H-pyrrolizin-7a-yl)methoxy)pyrido[4,3-d]pyrimidin-4-yl)piperidin-3-yl)methanesulfonamide C(#C)C=1C=CC=C2C=CC=C(C12)C1=C(C=2N=C(N=C(C2C=N1)N1CC(CCC1)CS(=O)(=O)N)OCC12CCCN2CCC1)F